tetrabutylammonium tert-butyl-(2R)-2-[(2-{[(2S,5R)-7-oxo-6-(sulfooxy)-1,6-diaza-bicyclo[3.2.1]oct-2-yl]carbonyl}hydrazinyl)carbonyl]pyrrolidine-1-carboxylate C(C)(C)(C)OC(=O)N1[C@H](CCC1)C(=O)NNC(=O)[C@H]1N2C(N([C@H](CC1)C2)OS(=O)(=O)O)=O.C(CCC)[N+](CCCC)(CCCC)CCCC